N-(7-(Dimethylamino)-10-(o-tolyl)-3H-spiro[dibenzo[b,e]siline-5,1'-silolan]-3-ylidene)-N-methylmethanaminium CN(C1=CC2=C(C(=C3C(=CC(C=C3)=[N+](C)C)[Si]23CCCC3)C3=C(C=CC=C3)C)C=C1)C